1-[8-(cyclopentylamino)-1,2,3,4-tetrahydro-1,7-naphthyridin-6-yl]pentan-1-one C1(CCCC1)NC=1N=C(C=C2CCCNC12)C(CCCC)=O